hexamethylenebis(3,5-di-tert-butyl-4-hydroxy-phenyl-propionamide) C(C)(C)(C)C=1C=C(C=C(C1O)C(C)(C)C)C(C(=O)N)(C)CCCCCCC(C(=O)N)(C)C1=CC(=C(C(=C1)C(C)(C)C)O)C(C)(C)C